BrC=1C=C2C3=C(NC2=C(C1)C=1C(=NC(=CC1)Cl)Cl)C(=NC=C3)C 6-Bromo-8-(2,6-dichloro-pyridin-3-yl)-1-methyl-9H-pyrido[3,4-b]indole